C1(CC1)OCC(C=CS(=O)(=O)C)NC(=O)C=1C(=NC(=NC1)C(C)(F)F)OC1=CC=CC=C1 N-(1-cyclopropoxy-4-(methylsulfonyl)but-3-en-2-yl)-2-(1,1-difluoroethyl)-4-phenoxypyrimidine-5-carboxamide